2-(6-(((1S,3S,5R)-1,8-dimethyl-8-azabicyclo[3.2.1]oct-6-en-3-yl)(methyl)amino)pyridazin-3-yl)-5-(1H-imidazol-1-yl)phenol C[C@]12C[C@H](C[C@H](C=C1)N2C)N(C2=CC=C(N=N2)C2=C(C=C(C=C2)N2C=NC=C2)O)C